NC=1C(N(C2=CC(=C(C=C2C1C=1C2=CN(N=C2C(=CC1)Cl)C1OCCCC1)O)Cl)CC1=CC=C(C=C1)OC)=O 3-amino-7-chloro-4-[7-chloro-2-(oxan-2-yl)indazol-4-yl]-6-hydroxy-1-[(4-methoxyphenyl)methyl]quinolin-2-one